4-((2-(1-(cyclohexylamino)-1-oxopropan-2-yl)-5-nitrophenyl)ethynyl)-N-(2-(piperidin-1-yl)ethyl)benzamide C1(CCCCC1)NC(C(C)C1=C(C=C(C=C1)[N+](=O)[O-])C#CC1=CC=C(C(=O)NCCN2CCCCC2)C=C1)=O